FC=1C=C(C(=NC1)O)OC 5-fluoro-3-methoxy-pyridin-2-ol